2-[2-[6-(trifluoromethyl)-3-pyridyl]propanoylamino]benzamide FC(C1=CC=C(C=N1)C(C(=O)NC1=C(C(=O)N)C=CC=C1)C)(F)F